2,3-diethyl-9,10-bis(n-propoxycarbonyloxy)anthracene C(C)C1=CC2=C(C3=CC=CC=C3C(=C2C=C1CC)OC(=O)OCCC)OC(=O)OCCC